N-(4-(4-(cyanomethoxy)-2-(trifluoromethyl)benzyl)-2-isopropylphenyl)acetamide C(#N)COC1=CC(=C(CC2=CC(=C(C=C2)NC(C)=O)C(C)C)C=C1)C(F)(F)F